1-methyl-1H-Indole CN1C=CC2=CC=CC=C12